(5R,8S)-2-(3-Vinylphenyl)-6,7,8,9-tetrahydro-5H-5,8-epoxycyclohepta[d]pyrimidine-4-carboxamide C(=C)C=1C=C(C=CC1)C=1N=C(C2=C(N1)C[C@@H]1CC[C@H]2O1)C(=O)N